tetralinoleic acid C1(CCCC2=CC=CC=C12)CCCCCCCC\C=C/CCCCCCCC(=O)O